2-((Ethoxycarbonyl)amino)-4-methyl-5-(4-nitrophenyl)thiophene-3-carboxylate C(C)OC(=O)NC=1SC(=C(C1C(=O)[O-])C)C1=CC=C(C=C1)[N+](=O)[O-]